Methyl 4-(3-ethoxy-8-azabicyclo[3.2.1]octan-1-yl)benzoate C(C)OC1CC2(CCC(C1)N2)C2=CC=C(C(=O)OC)C=C2